COC(C1=NC=C(C=C1)O)=O methyl-5-hydroxypicolinate